COC1=CC(=C(C=C1)NC1=CC2=C(C=N1)N(C(N2C2CCC(CC2)NC(OCC2=CN=C(N2C)[N+](=O)[O-])=O)=O)C)C (1-Methyl-2-nitro-1H-imidazol-5-yl)methyl (4-(6-((4-methoxy-2-methylphenyl)amino)-3-methyl-2-oxo-2,3-dihydro-1H-imidazo[4,5-c]pyridin-1-yl)cyclohexyl)carbamate